ClC=1C(=NC(=C(C(=O)NC2=CC(=C(C=C2)F)C#N)C1)N1CCC(CCC1)(F)F)F 5-chloro-N-(3-cyano-4-fluorophenyl)-2-(4,4-difluoroazepan-1-yl)-6-fluoronicotinamide